COC1=C(C=C2C3=C(N(C2=C1)C)C(=NC=C3)C)N3CCN(CC3)S(=O)(=O)C=3C=CC=C1C=CC=NC31 7-methoxy-1,9-dimethyl-6-(4-(quinolin-8-ylsulfonyl)piperazin-1-yl)-9H-pyrido[3,4-b]indole